1-(6Z,9Z,12Z-octadecatrienoyl)-2-heptadecanoyl-glycero-3-phosphocholine CCCCCCCCCCCCCCCCC(=O)O[C@H](COC(=O)CCCC/C=C\C/C=C\C/C=C\CCCCC)COP(=O)([O-])OCC[N+](C)(C)C